C1(=CC(=CC=C1)N1CCN2C(C=3C=CC=CC3CC21C(F)(F)F)=O)C 1-(m-Tolyl)-10a-(trifluoromethyl)-2,3,10,10a-tetrahydroimidazo[1,2-b]isoquinolin-5(1H)-one